6-[(4-azido-2-nitrophenyl)amino]hexanoic acid succinimidyl ester C1(CCC(N1OC(CCCCCNC1=C(C=C(C=C1)N=[N+]=[N-])[N+](=O)[O-])=O)=O)=O